ClC1=CC2=C(C(C3=C(N(S2(=O)=O)C)C=CC=C3)NCCCCCCC(=O)O)C=C1 7-(3-chloro-6-methyl-5,5-dioxido-6,11-dihydrodibenzo[c,f][1,2]thiazepin-11-ylamino)heptanoic acid